5-chloro-7-nitroindole ClC=1C=C2C=CNC2=C(C1)[N+](=O)[O-]